7-(2-fluoro-6-methyl-phenyl)-N5-[[(2S)-1-methylpyrrolidin-2-yl]methyl]isoquinoline-3,5-diamine FC1=C(C(=CC=C1)C)C=1C=C(C=2C=C(N=CC2C1)N)NC[C@H]1N(CCC1)C